2-(3-chloro-4-methylphenyl)-N-((5-(2,6-dioxopiperidin-3-yl)-4-oxo-5,6-dihydro-4H-thieno[3,4-c]pyrrol-1-yl)methyl)-3-methylbutanamide ClC=1C=C(C=CC1C)C(C(=O)NCC=1SC=C2C1CN(C2=O)C2C(NC(CC2)=O)=O)C(C)C